NC=1C(=NC=CC1I)Cl 3-amino-4-iodo-2-chloropyridine